(2R,3S,4S,5R)-N-(6-((R)-1,2-dihydroxyethyl)pyridin-3-yl)-3-(2-methoxy-3-(trifluoromethyl)phenyl)-4,5-dimethyl-5-(trifluoromethyl)tetrahydrofuran-2-carboxamide O[C@@H](CO)C1=CC=C(C=N1)NC(=O)[C@@H]1O[C@]([C@H]([C@H]1C1=C(C(=CC=C1)C(F)(F)F)OC)C)(C(F)(F)F)C